4-amino-3-thiocyano-3-penten-2-one NC(=C(C(C)=O)SC#N)C